6-chloro-1-[1-(1-methylpyrazol-4-yl)indazol-6-yl]oxy-2,3-dihydro-1H-indene-5-carbonitrile ClC1=C(C=C2CCC(C2=C1)OC1=CC=C2C=NN(C2=C1)C=1C=NN(C1)C)C#N